4-(4-amino-3-(4-(2-fluorophenoxy)phenyl)-1H-pyrazolo[3,4-d]pyrimidin-1-yl)piperidine-1-carboxylic acid tert-butyl ester C(C)(C)(C)OC(=O)N1CCC(CC1)N1N=C(C=2C1=NC=NC2N)C2=CC=C(C=C2)OC2=C(C=CC=C2)F